NC1=NC(=C(C=2N1N=C(N2)CC2=NN(C1=CC=CC=C21)C)C2=CC=NN2CC)C2=C(C#N)C=CC=C2 (5-amino-8-(1-ethyl-1H-pyrazol-5-yl)-2-((1-methyl-1H-indazol-3-yl)methyl)-[1,2,4]triazolo[1,5-c]pyrimidin-7-yl)benzonitrile